COC1=CC=C(C=C1)SP1(SCCS1)=S 2-((4-methoxyphenyl)thio)-1,3,2-dithiaphospholane 2-sulfide